3-[1-[2-[4-[3-[1-(5-chloropyrimidin-2-yl)-4-piperidyl]propoxy]-2-fluoro-phenyl]acetyl]azetidin-3-yl]-N-[2,3-dihydroxy-2-(hydroxymethyl)propyl]propenamide ClC=1C=NC(=NC1)N1CCC(CC1)CCCOC1=CC(=C(C=C1)CC(=O)N1CC(C1)C=CC(=O)NCC(CO)(CO)O)F